COC1=CC=C(C=C1)C(CN1N=NC(=C1)C1=CC=CC=C1)O 1-(4-methoxyphenyl)-2-(4-phenyl-1H-1,2,3-triazol-1-yl)ethan-1-ol